N-tert-Butyl-6-chloro-3-[[(1R)-1-[2-(1,5-dimethyl-6-oxo-3-pyridyl)-6-methyl-4-oxo-chromen-8-yl]ethyl]amino]pyridine-2-sulfonamide C(C)(C)(C)NS(=O)(=O)C1=NC(=CC=C1N[C@H](C)C=1C=C(C=C2C(C=C(OC12)C1=CN(C(C(=C1)C)=O)C)=O)C)Cl